(R)-N-(1-(2,3-difluorophenyl)pyrrolidin-3-yl)-N-methylmethanesulfonamide FC1=C(C=CC=C1F)N1C[C@@H](CC1)N(S(=O)(=O)C)C